C1(CC1)C=1N=CN(C1)C=1C=C2C(C(=CN(C2=CC1C)C(C)C)C1=NC(=CC=C1)C1=NN=CN1C(C)C)=O 6-(4-cyclopropyl-1H-imidazol-1-yl)-1-isopropyl-3-(6-(4-isopropyl-4H-1,2,4-triazol-3-yl)pyridin-2-yl)-7-methylquinolin-4(1H)-one